tert-butyl (Z)-(2-(((2-cyclopentylimidazo[1,2-a]pyridin-6-yl)oxy)methyl)-3-fluoroallyl)carbamate C1(CCCC1)C=1N=C2N(C=C(C=C2)OC\C(\CNC(OC(C)(C)C)=O)=C/F)C1